Methyl (S)-4-(2-(4-(2-acetyl-5-chlorophenyl)-3-methoxy-6-oxopyridazin-1(6H)-yl)-3-phenylpropanamido)-2-methoxybenzoate C(C)(=O)C1=C(C=C(C=C1)Cl)C=1C(=NN(C(C1)=O)[C@H](C(=O)NC1=CC(=C(C(=O)OC)C=C1)OC)CC1=CC=CC=C1)OC